2-(pyridin-2-ylamino)pyrimidine-5-carboxylate N1=C(C=CC=C1)NC1=NC=C(C=N1)C(=O)[O-]